[8-[1-(Ethylsulfonyl)-6-fluoro-1H-indol-4-yl]-6-fluoro-1,4,4-trimethyl-5H-[1,2,4]triazolo[4,3-a]quinoxalin-9-yl]-methyl-amine C(C)S(=O)(=O)N1C=CC2=C(C=C(C=C12)F)C1=CC(=C2NC(C=3N(C2=C1NC)C(=NN3)C)(C)C)F